C(C)(C)(C)OC(NC1=CC=2N(N=C1)C(=CC2)C(F)(F)F)=O 7-Trifluoromethylpyrrolo[1,2-b]pyridazine-3-carbamic acid tert-butyl ester